1-(2-((1S,3aS,3bR,5aR,7R,10aS,10bR,12aS)-7-hydroxy-7,12a-dimethyloctadecahydrocyclohepta[a]cyclopenta[f]naphthalen-1-yl)-2-oxoethyl)-1H-pyrazole-4-carbonitrile O[C@]1(C[C@@H]2[C@@H]([C@H]3CC[C@]4([C@H]([C@@H]3CC2)CC[C@@H]4C(CN4N=CC(=C4)C#N)=O)C)CCC1)C